tert-butyl 5-(4-amino-2-fluorophenyl)hexahydropyrrolo[3,4-c]pyrrole-2(1H)-carboxylate NC1=CC(=C(C=C1)N1CC2C(C1)CN(C2)C(=O)OC(C)(C)C)F